(S)-3-hydroxy-3-methylpiperidine O[C@@]1(CNCCC1)C